methyl 2-(3-(5-chloro-7-((tetrahydro-2H-pyran-4-yl)amino)-1H-indol-2-yl)phenyl)acetate ClC=1C=C2C=C(NC2=C(C1)NC1CCOCC1)C=1C=C(C=CC1)CC(=O)OC